[1,1-dimethyl-2-[β-(3-tert-butyl-4-hydroxy-5-methylphenyl)propionyloxy]ethyl]2,4,8,10-tetraoxaspiro[5.5]undecane CC(COC(CCC1=CC(=C(C(=C1)C)O)C(C)(C)C)=O)(C)C1OCOCC12COCOC2